C1(CC1)C=1C=CC=C2C(=CC=NC12)N 8-Cyclopropylquinolin-4-amine